2-methoxy-5-chloro-4-(3-bromopropionamido)benzyl alcohol COC1=C(CO)C=C(C(=C1)NC(CCBr)=O)Cl